BrC1=CC(=C(C=O)C=C1C1CC1)C 4-bromo-5-cyclopropyl-2-methylbenzaldehyde